(S)-N-(3-(difluoromethyl)-1-(piperidin-4-yl)-1H-pyrazol-4-yl)-5-(3-hydroxyPiperidin-1-yl)pyrazolo[1,5-a]pyrimidine-3-carboxamide FC(C1=NN(C=C1NC(=O)C=1C=NN2C1N=C(C=C2)N2C[C@H](CCC2)O)C2CCNCC2)F